ClC=1C=C(C=CC1C(N(C(=O)[C@H]1[C@H]2CC[C@@H](C1)C2)C=2C=C(C=CC2)/C=C/C(=O)OC)[2H])C2=CC=C(C=C2)N(C)C methyl (E)-3-(3-((1S,2R,4R)-N-((3-chloro-4'-(dimethylamino)-[1,1'-biphenyl]-4-yl)methyl-d)bicyclo[2.2.1]heptane-2-carboxamido)phenyl)acrylate